(E)-2-(2-((tert-butoxycarbonyl)amino)thiazol-4-yl)-2-(methoxyimino)acetic acid C(C)(C)(C)OC(=O)NC=1SC=C(N1)\C(\C(=O)O)=N/OC